tert-butyl 8-[(1-{6-chloro-2-[(dimethylamino)methyl]pyridin-3-yl}-4-hydroxypiperidin-4-yl)methoxy]octanoate ClC1=CC=C(C(=N1)CN(C)C)N1CCC(CC1)(O)COCCCCCCCC(=O)OC(C)(C)C